3-bromo-1-(3-chlorophenyl)-2,2-difluoropropan-1-one BrCC(C(=O)C1=CC(=CC=C1)Cl)(F)F